(4-bromo-3-(3-methoxyphenyl)-1H-pyrazol-1-yl)thiazole-4-carboxylic acid ethyl ester C(C)OC(=O)C=1N=C(SC1)N1N=C(C(=C1)Br)C1=CC(=CC=C1)OC